Tert-butyl (R)-3-propiolamidopyrrolidine-1-carboxylate C(C#C)(=O)N[C@H]1CN(CC1)C(=O)OC(C)(C)C